methyl 4'-cyclopropyl-4-[({4-[1-cyclopropyl-4-(trifluoromethyl) imidazol-2-yl] phenyl} methyl) amino]-6'-methoxy-6-methyl-[2,5'-bipyrimidine]-5-carboxylate C1(CC1)C1=NC=NC(=C1C1=NC(=C(C(=N1)NCC1=CC=C(C=C1)C=1N(C=C(N1)C(F)(F)F)C1CC1)C(=O)OC)C)OC